4-(methylsulfonylamino)-phenylboronic acid CS(=O)(=O)NC1=CC=C(C=C1)B(O)O